NC1=C2N=CN(C2=NC=N1)C[C@@H](C)OCP(OCCCSCCCCCCCCCCC1=CC=C(C=C1)C#C)(O)=O 3-((10-(4-ethynylphenyl)decyl)thio)propyl hydrogen ((((R)-1-(6-amino-9H-purin-9-yl)propan-2-yl)oxy)methyl)phosphonate